3-(5-(((R)-1-(benzo[d][1,3]dioxol-5-ylmethyl)piperidin-2-yl)methoxy)-1-oxoisoindolin-2-yl)piperidine-2,6-dione O1COC2=C1C=CC(=C2)CN2[C@H](CCCC2)COC=2C=C1CN(C(C1=CC2)=O)C2C(NC(CC2)=O)=O